(R)-1-amino-2-methyl-1-(4-(((R)-2-(methyl-d3)pentyl-1,1-d2)oxy)phenyl)propan-2-ol N[C@@H](C(C)(O)C)C1=CC=C(C=C1)OC([C@@H](CCC)C([2H])([2H])[2H])([2H])[2H]